C(C1=CC=CC=C1)OC1(COCCC1O)C(C)(F)F 3-benzyloxy-3-(1,1-difluoroethyl)tetrahydropyran-4-ol